CC(C)(CCC(C)(OOC(C)(C)C)C)OOC(C)(C)C 2,5-dimethyl-2,5-bis-(tert-butyl-peroxy)hexane